7-(2-chloro-4-fluorophenyl)-8-(2-methyl-6-(trifluoromethyl)pyridin-4-yl)-[1,2,4]triazolo[4,3-c]pyrimidin-5-amine ClC1=C(C=CC(=C1)F)C1=C(C=2N(C(=N1)N)C=NN2)C2=CC(=NC(=C2)C(F)(F)F)C